BrC=1C=C2C(=NC(=NC2=C2C1N(N=C2)C)C(F)(F)F)N[C@H](C)C=2C=C(C=CC2)C(CO)(F)F (R)-2-(3-(1-((6-bromo-7-methyl-2-(trifluoromethyl)-7H-pyrazolo[3,4-h]quinazolin-4-yl)amino)ethyl)phenyl)-2,2-difluoroethan-1-ol